N1=CC(=CC=C1)C1=CC(=NN1C1CC2(CNC2)C1)C(F)(F)F 6-(5-(pyridin-3-yl)-3-(trifluoromethyl)-1H-pyrazol-1-yl)-2-azaspiro[3.3]heptane